3-amino-4-(6-((4-cyano-2-fluorobenzyl) oxy) pyridin-2-yl)-1-(2-methoxyethyl)-1H-benzo[d]imidazole-6-carboxylate NN1CN(C2=C1C(=CC(=C2)C(=O)[O-])C2=NC(=CC=C2)OCC2=C(C=C(C=C2)C#N)F)CCOC